1,4-dihydro-1,4-methanonaphthalene-5,8-dione C12C=CC(C=3C(C=CC(C13)=O)=O)C2